4-hydroxy-1,8-naphthalenedicarboxylic acid anhydride OC1=CC=C2C3=C(C=CC=C13)C(=O)OC2=O